OCCCC1=CC(N(N=C1)C1OCCCC1)=O 5-(3-hydroxypropyl)-2-tetrahydropyran-2-yl-pyridazin-3-one